FC1=C(C(=O)C2=CC=CC=C2)C=CC(=C1)N fluoro-4-aminobenzophenone